tert-butyl 4-(4-amino-3-ethylphenyl)-3,6-dihydropyridine-1(2H)-carboxylate NC1=C(C=C(C=C1)C=1CCN(CC1)C(=O)OC(C)(C)C)CC